CC1(NC2=CC(=CC=C2CC1)N1CCOCC1)C 4-(2,2-dimethyl-1,2,3,4-tetrahydroquinolin-7-yl)morpholine